ClC1=C(C(=CC(=C1)C1=NC=C2N1CCN(C2)C(C=C)=O)F)C2=C(C(=CC(=C2O)Cl)Cl)F 1-(3-(2,3',5'-trichloro-2',6-difluoro-6'-hydroxy-[1,1'-biphenyl]-4-yl)-5,6-dihydroimidazo[1,5-a]pyrazin-7(8H)-yl)prop-2-en-1-one